3,5-bis((Z)-(hydroxyimino)methyl)benzoic acid O\N=C/C=1C=C(C(=O)O)C=C(C1)\C=N/O